N-(4-(5-fluoropyridin-2-yl)phenyl)-3-(6-(trifluoromethyl)-1H-benzo[d]imidazol-2-yl)aniline FC=1C=CC(=NC1)C1=CC=C(C=C1)NC1=CC(=CC=C1)C1=NC2=C(N1)C=C(C=C2)C(F)(F)F